CN1N=C(C=C1)C(=O)NC(=S)NC1=CC(=CC=C1)Br [(1-methyl-1H-pyrazolyl)carbonyl]-N'-(3-bromophenyl)-thiourea